C(C)(C)[C@@H]1[C@H](C1)C=1C=2N(N=C(C1)C=1C=NC=NC1)C=CN2 5-(8-((1S,2R)-2-isopropylcyclopropyl)imidazo[1,2-b]pyridazin-6-yl)pyrimidine